OC1=C(C=C(C=C1)C1(CCCCC1)C1=CC(=C(C=C1)O)C)C 1,1-bis(4-hydroxy-3-methylphenyl)cyclohexane